Cinnamyl-aminopyrazolo[3,4-d]pyrimidine C(C=CC1=CC=CC=C1)C1=C2C(=NC=N1)NN=C2N